(3S)-N,5-dimethyl-3-((5-(2-(2-propenoyl)-2,6-diazaspiro[3.4]octan-6-yl)[1,3]thiazolo[5,4-d]pyrimidin-7-yl)amino)hexanamide CNC(C[C@H](CC(C)C)NC=1C2=C(N=C(N1)N1CC3(CN(C3)C(C=C)=O)CC1)SC=N2)=O